3-butyl-3-ethyl-8-hydroxy-7-(methylamino)-5-phenyl-2,3,4,5-tetrahydro-1,5-benzothiazepine 1,1-dioxide C(CCC)C1(CS(C2=C(N(C1)C1=CC=CC=C1)C=C(C(=C2)O)NC)(=O)=O)CC